2-amino-5-(4-(2-(3,5-difluorophenyl)-2-hydroxyacetamido)-2-ethylphenyl)-N-ethylnicotinamide NC1=C(C(=O)NCC)C=C(C=N1)C1=C(C=C(C=C1)NC(C(O)C1=CC(=CC(=C1)F)F)=O)CC